3-((2-fluorobenzyl)oxy)-7,8-dihydro-1H,6H,9H-7,8a-methanopyrrolo[1',2':3,4]imidazo[1,2-c]pyrimidin-1-one FC1=C(COC=2C=C3N(C(N2)=O)CC24N3CC(C2)C4)C=CC=C1